6-(2,4-dimethylphenyl)-2-(thiazol-2-yl)-5,6,7,8-tetrahydrophthalazin-1(2H)-one CC1=C(C=CC(=C1)C)C1CC=2C=NN(C(C2CC1)=O)C=1SC=CN1